tert-butyl (2R)-2-(2-chlorophenoxymethyl)pyrrolidine-1-carboxylate ClC1=C(OC[C@@H]2N(CCC2)C(=O)OC(C)(C)C)C=CC=C1